N-phenylbenzenesulfonamide C1(=CC=CC=C1)NS(=O)(=O)C1=CC=CC=C1